lithium 2-sulfoethyl methacrylate C(C(=C)C)(=O)OCCS(=O)(=O)O.[Li]